3-(5-(4-(Aminomethyl)phenyl)-2-oxopyridin-1(2H)-yl)piperidine-2,6-dione NCC1=CC=C(C=C1)C=1C=CC(N(C1)C1C(NC(CC1)=O)=O)=O